C1(=CC=CC=C1)S(=O)(=O)O.C1(=CC=CC=C1)S(=O)(=O)O.C methane bis(benzenesulfonate)